(R,Z)-2-(5-((3-fluoropiperidin-4-ylidene)methyl)pyrazin-2-yl)-5-(1H-imidazol-1-yl)phenol F[C@H]\1CNCC/C1=C/C=1N=CC(=NC1)C1=C(C=C(C=C1)N1C=NC=C1)O